NC1=NC=C(C2=CC=CC=C12)[C@H](C)N(C(=O)NC1=CC(=C(C=C1)F)Cl)C (S)-1-(1-(1-aminoisoquinolin-4-yl)ethyl)-3-(3-chloro-4-fluorophenyl)-1-methylurea